CCOC1=C(C(=O)O[C@@H]1[C@H](CO)O)O 3-O-ethyl-L-ascorbic acid